1-(5-chloro-2-methyl-3-thienyl)-2-(5-formyl-2-methyl-3-thienyl)cyclopentene ClC1=CC(=C(S1)C)C1=C(CCC1)C1=C(SC(=C1)C=O)C